6-(2-CHLORo-6-METHYLPYRIDIN-4-YL)-5-(4-FLUORoPHENYL)-1,2,4-TRIAZIN-3-AMIN ClC1=NC(=CC(=C1)C1=C(N=C(N=N1)N)C1=CC=C(C=C1)F)C